C(CC)N[Si](CC(C)C)(CC(C)C)NCCC bis(n-propylamino)diisobutylsilane